NCC(=O)N1C(C=2N(CC1)C(=C(N2)C2=CC(=C(C=C2)F)F)NC2=NC=C(C(=C2)C(F)(F)F)Cl)(C)C 2-amino-1-(3-((5-chloro-4-(trifluoromethyl)pyridin-2-yl)amino)-2-(3,4-difluorophenyl)-8,8-dimethyl-5,6-dihydroimidazo[1,2-a]pyrazin-7(8H)-yl)ethan-1-one